ClC=1C=CC(=C(C1)S(=O)(=O)Cl)OC(F)(F)F 5-chloro-2-(trifluoromethoxy)benzenesulfonyl chloride